NCC(C)(C)C1=NOC=C1 3-(1-amino-2-methylpropan-2-yl)isoxazol